NC1=C2C(=NC=N1)N(N=C2C2=CC(=C(C=C2)OC(C)C)F)[C@H](C)C=2OC1=CC=CC(=C1C(C2C2=CC(=CC=C2)F)=O)F (R)-2-(1-(4-amino-3-(3-fluoro-4-isopropoxyphenyl)-1H-pyrazolo[3,4-d]pyrimidin-1-yl)ethyl)-5-fluoro-3-(3-fluorophenyl)-4H-chromen-4-one